BrC=1C=C(C=NC1)CN1C(=NC2=C1C(=CC(=C2)C(=O)OC)OC)C2=CC=1C(=NC=CC1)N2CCC=C methyl 1-((5-bromopyridin-3-yl) methyl)-2-(1-(but-3-en-1-yl)-1H-pyrrolo[2,3-b]pyridin-2-yl)-7-methoxy-1H-benzo[d]imidazole-5-carboxylate